C1=CC=CC=2C3=CC=CC=C3N(C12)C1=C(C#N)C(=C(C(=C1N1C2=CC=CC=C2C=2C=CC=CC12)N1C2=CC=CC=C2C=2C=CC=CC12)N1C2=CC=CC=C2C=2C=CC=CC12)C1=NC(=NC(=C1)C1=CC=CC=C1)C1=CC=CC=C1 2,3,4,5-tetra(9H-carbazol-9-yl)-6-(2,6-diphenylpyrimidin-4-yl)benzonitrile